2-(5-(1-(2,3-difluorophenyl)-2-(tetrahydro-2H-pyran-4-yl)ethyl)-3-(1,4-dimethyl-1H-1,2,3-triazol-5-yl)-5H-pyrido[3,2-b]indol-7-yl)propan-2-ol FC1=C(C=CC=C1F)C(CC1CCOCC1)N1C2=C(C=3C=CC(=CC13)C(C)(C)O)N=CC(=C2)C2=C(N=NN2C)C